14-methyl-8-hexadecene-1-ol CC(CCCCC=CCCCCCCCO)CC